tert-butyl (1S,2R,3R,5R)-3-((6-chloropyrazin-2-yl)oxy)-2-methyl-8-azabicyclo[3.2.1]octane-8-carboxylate ClC1=CN=CC(=N1)O[C@H]1[C@@H]([C@@H]2CC[C@H](C1)N2C(=O)OC(C)(C)C)C